tert-butyl (3R)-3-[3-[1-(2,6-dioxo-3-piperidyl)-3-methyl-2-oxo-benzimidazol-4-yl]prop-2-ynoxy]pyrrolidine-1-carboxylate O=C1NC(CCC1N1C(N(C2=C1C=CC=C2C#CCO[C@H]2CN(CC2)C(=O)OC(C)(C)C)C)=O)=O